C(C)(C)(C)C1=CC=C(C(=O)NOC)C=C1 4-(tert-butyl)-N-methoxybenzamide